8-(quinolin-6-ylsulfonyl)-1-oxa-8-azaspiro[4.5]decan-3-amine N1=CC=CC2=CC(=CC=C12)S(=O)(=O)N1CCC2(CC(CO2)N)CC1